ClC=1C(=C(OC2=NC=NC3=CC=C(C=C23)[C@H]2CN(CC2)C(=O)OC(C)(C)C)C=CC1Cl)F tert-butyl (3S)-3-[4-(3,4-dichloro-2-fluoro-phenoxy)quinazolin-6-yl]pyrrolidine-1-carboxylate